1-(3-Phenoxypyridin-2-yl)piperazine O(C1=CC=CC=C1)C=1C(=NC=CC1)N1CCNCC1